1-(4-bromobenzyl)-2-isopropyl-1H-imidazole BrC1=CC=C(CN2C(=NC=C2)C(C)C)C=C1